ClC1=CC(=CC(=N1)[C@H](CC(=O)OC)NC(C(CC(C)C)N1C(C=CC=C1)=O)=O)C1=C(C=CC=C1C)C methyl (3S)-3-(6-chloro-4-(2,6-dimethylphenyl)pyridin-2-yl)-3-(4-methyl-2-(2-oxopyridin-1(2H)-yl)pentanamido)propanoate